The molecule is conjugate base of (R)-4-dehydropantoic acid; major species at pH 7.3. It is a hydroxy monocarboxylic acid anion and a 4-oxo monocarboxylic acid anion. It is a conjugate base of a (R)-4-dehydropantoic acid. CC(C)(C=O)[C@H](C(=O)[O-])O